C(C)C1=CC=C(C=C1)NC(CC1=CC=C(C=C1)C1=CC=2N(C=C1)N=CN2)=O N-(4-Ethylphenyl)-2-[4-([1,2,4]triazolo[1,5-a]pyridin-7-yl)phenyl]acetamide